N-(4-(3-(6-Bromo-7-(((S)-1-(ethylsulfonyl)pyrrolidin-3-yl)amino)-1H-imidazo[4,5-b]pyridin-2-yl)-2,5-dimethyl-1H-pyrrol-1-yl)-3-methylphenyl)-2-(dimethylamino)acetamid BrC=1C(=C2C(=NC1)N=C(N2)C2=C(N(C(=C2)C)C2=C(C=C(C=C2)NC(CN(C)C)=O)C)C)N[C@@H]2CN(CC2)S(=O)(=O)CC